CC(CCC(C(=O)O)N)N The molecule is a non-proteinogenic alpha-amino acid. It derives from a hexanoic acid. It is a conjugate base of a 2,5-diammoniohexanoate.